FC=1C=C2C(=CN(C2=CC1)C1=C(C=CC2=CC=CC=C12)O)C 1-(5-Fluoro-3-methyl-1H-indol-1-yl)naphthalen-2-ol